2-(1,2,3,6-tetrahydropyridin-4-yl)thiazole N1CCC(=CC1)C=1SC=CN1